FC(OC1=NC(=CC(=C1)[C@@H]1[C@H](C(N(C1)C)=O)C(=O)OC)C)F methyl (3R,4S)-4-[2-(difluoromethoxy)-6-methyl-4-pyridinyl]-1-methyl-2-oxo-3-pyrrolidinecarboxylate